FC=1C=2N(C=C(C1)C=1N=C3N(C(N1)=O)C=C(C(=C3)C)N3CCN(CC3)C(=O)OC(C)(C)C)C=C(N2)C tert-butyl 4-(2-(8-fluoro-2-methylimidazo[1,2-a]pyridin-6-yl)-8-methyl-4-oxo-4H-pyrido[1,2-a][1,3,5]triazin-7-yl)piperazine-1-carboxylate